(S)-3-(5-fluoro-1'-(3-(1-methyl-1H-pyrazol-4-yl)benzyl)-6-oxo-6,8-dihydro-2H,7H-spiro[furo[2,3-e]isoindole-3,4'-piperidin]-7-yl)piperidine-2,6-dione FC=1C=C2C(=C3CN(C(C13)=O)[C@@H]1C(NC(CC1)=O)=O)OCC21CCN(CC1)CC1=CC(=CC=C1)C=1C=NN(C1)C